Cl.NC1=CC=CC23C1=CN=C3C=CC(C2C2C(NC(CC2)=O)=O)=O 3-(7-amino-2-oxo-benzo[c]indol-1-yl)piperidine-2,6-dione hydrochloride